5-bromo-1,3-dihydrospiro[indene-2,3'-indoline]-2'-one BrC=1C=C2CC3(C(NC4=CC=CC=C34)=O)CC2=CC1